ClC1=C(C=2N=C(N=C(C2C(=N1)OCC[C@@H]1[C@@H]2CC[C@H](CN1)N2C(=O)OC(C)(C)C)O)SC)F tert-butyl (1S,2R,5R)-2-(2-((7-chloro-8-fluoro-4-hydroxy-2-(methylthio)-pyrido[4,3-d]pyrimidin-5-yl) oxy) ethyl)-3,8-diazabicyclo[3.2.1]octane-8-carboxylate